COC1=CC=C2C(C=3C(=NC(=CC3C(F)(F)F)C)C2=C1)C1=CC=CC=C1 8-Methoxy-2-methyl-5-phenyl-4-(trifluoromethyl)-5H-indeno[1,2-b]pyridine